2,2'-bis(2-hydroxyethoxy)-6,6'-di(naphthalen-1-yl)-1,1'-binaphthyl OCCOC1=C(C2=CC=C(C=C2C=C1)C1=CC=CC2=CC=CC=C12)C1=C(C=CC2=CC(=CC=C12)C1=CC=CC2=CC=CC=C12)OCCO